O=C1NC(CC[C@@H]1C1=C(C=C(C=C1F)CC=O)F)=O |r| (±)-2-(4-(2,6-dioxopiperidin-3-yl)-3,5-difluorophenyl)Acetaldehyde